N-(4-(but-2-yn-1-ylamino)phenyl)acetamide C(C#CC)NC1=CC=C(C=C1)NC(C)=O